ClC1=NC=C(C(=N1)C=O)Cl 2,5-Dichloropyrimidine-4-carboxaldehyde